N-[5-ethylsulfanyl-6-[2-oxo-1-(2,2,3,3,3-pentafluoropropyl)-3,4-dihydro-1,7-naphthyridin-6-yl]-3-pyridyl]-N-methyl-acetamide C(C)SC=1C=C(C=NC1C=1C=C2CCC(N(C2=CN1)CC(C(F)(F)F)(F)F)=O)N(C(C)=O)C